C(C)(C)C1=C(C(=CC=C1)C(C)C)NC(C(C)(C)C)=O N-(2,6-diisopropylphenyl)pivaloamide